7-(3-(bis(4-methoxybenzyl)amino)-2,5-difluoro-6-(trifluoromethyl)phenyl)5,6,7,8-tetrahydroquinazolin-4(3H)-one COC1=CC=C(CN(C=2C(=C(C(=C(C2)F)C(F)(F)F)C2CCC=3C(NC=NC3C2)=O)F)CC2=CC=C(C=C2)OC)C=C1